Allyl (((9H-fluoren-9-yl)methoxy)carbonyl)-L-lysinate C1=CC=CC=2C3=CC=CC=C3C(C12)COC(=O)N[C@@H](CCCCN)C(=O)OCC=C